CC=1N(N=C2C3=C(CC4(C12)CCC4)OC(=C3)C(=O)O)CC3=NC=C(C=C3)C Methyl-2'-[(5-methylpyridin-2-yl)methyl]-2',5'-dihydrospiro[cyclobutane-1,4'-furo[2,3-g]indazole]-7'-carboxylic acid